rel-(R)-6-(cyclopropanecarboxamido)-4-((4,5-dimethyl-4,5-dihydro-[1,2,3]triazolo[1,5-a]quinoxalin-6-yl)amino)-N-(methyl-d3)pyridazine-3-carboxamide C1(CC1)C(=O)NC1=CC(=C(N=N1)C(=O)NC([2H])([2H])[2H])NC1=C2N([C@@H](C=3N(C2=CC=C1)N=NC3)C)C |o1:23|